C(C1=CC=CC=C1)OCC(OCCOCCN)C 2-[2-(2-Benzyloxy-1-methyl-ethoxy)ethoxy]ethanamine